CC1=C(C(=O)O)C=CC(=C1)S(=O)(=O)C 2-methyl-4-methylsulfonylbenzoic acid